O1CCNCC=C1 2,3,4,5-tetrahydro-1,4-oxaazepin